phosphane 1-oxide [PH3]=O